5-(2-(4-((3,5-Difluoro-4-(trifluoromethoxy)benzyl)amino)butoxy)ethoxy)-N-(2-hydroxyethyl)benzo[c][2,6]naphthyridine-8-carboxamide FC=1C=C(CNCCCCOCCOC2=NC3=C(C4=CN=CC=C24)C=CC(=C3)C(=O)NCCO)C=C(C1OC(F)(F)F)F